CC=1C=C(C=C(C1)C)N(C1=CC=C(S1)C=C1C(C2=CC=CC=C2C1=O)=O)C1=CC=CC2=CC=CC=C12 2-((5-((3,5-dimethylphenyl)(naphthalen-1-yl)amino)thiophen-2-yl)methylene)-1H-indene-1,3(2H)-dione